divinylbenzenesulfonate sodium salt [Na+].C(=C)C=1C(=C(C=CC1)S(=O)(=O)[O-])C=C